C(C)OCC1(CN(CC1)C(C)(C)C=1C=NC=CC1)CCC1=CC=CC=C1 3-(2-(3-(ethoxymethyl)-3-phenethyl-pyrrolidin-1-yl)propan-2-yl)pyridine